nickel-indium cobalt [Co].[In].[Ni]